3-bromo-6-chloropyridineformaldehyde BrC=1C(=NC(=CC1)Cl)C=O